methyl 2-(2-(tert-butoxycarbonylamino)ethylthio)-4-(trifluoromethyl)benzoate C(C)(C)(C)OC(=O)NCCSC1=C(C(=O)OC)C=CC(=C1)C(F)(F)F